NC1=C(C(N(N=C1)CC1=NC(=NO1)C([C@@H](O)C1=CC=C(C=C1)Cl)([2H])[2H])=O)C (R)-5-amino-2-((3-(2-(4-chlorophenyl)-2-hydroxyethyl-1,1-d2)-1,2,4-oxadiazol-5-yl)methyl)-4-methylpyridazin-3(2H)-one